C(CC)(=O)OC=1C(=NC=CC1OC)C(N[C@@H](C)C1=NC(=NO1)C1=CC(=CC=C1)C(C)C)=O (S)-2-((1-(3-(3-isopropylphenyl)-1,2,4-oxadiazol-5-yl)ethyl)carbamoyl)-4-methoxypyridin-3-yl propionate